ClC=1C(=CC2=C(C(C(O2)=O)(C)C)C1)CC(=O)O 2-(5-Chloro-3,3-dimethyl-2-oxo-benzofuran-6-yl)acetic acid